4-((1-((2,4-Dichlorophenyl)sulfonyl)-3-(((3-hydroxypropyl)amino)methyl)azetidin-3-yl)methoxy)-2-fluorobenzonitrile hydrochloride Cl.ClC1=C(C=CC(=C1)Cl)S(=O)(=O)N1CC(C1)(CNCCCO)COC1=CC(=C(C#N)C=C1)F